bis(methylamino)di-sec-butylsilane CN[Si](C(C)CC)(C(C)CC)NC